CC=1C(=C(C=C(C1)C(F)(F)F)O)C=1C=CC=2N(N1)N=C(N2)N[C@H]2CN(CCC2)C (R)-3-methyl-2-(2-((1-methylpiperidin-3-yl)amino)-[1,2,4]triazolo[1,5-b]pyridazin-6-yl)-5-(trifluoromethyl)phenol